2-chloro-5-(trifluoromethyl)-phenylboronic acid ClC1=C(C=C(C=C1)C(F)(F)F)B(O)O